CN1N=C(N=N1)C=1C=C(CSC=2NC(C(=C(N2)C=2SC=CC2)C#N)=O)C=CC1 2-[3-(2-Methyl-2H-tetrazol-5-yl)-benzylsulfanyl]-6-oxo-4-thiophen-2-yl-1,6-dihydro-pyrimidine-5-carbonitrile